N-(2-fluorophenyl)-4-nitropyridin FC1=C(C=CC=C1)N1CC=C(C=C1)[N+](=O)[O-]